N1(CCCCC1)CCCNC(OC(C)(C)C)=O tert-butyl [3-(piperidin-1-yl)propyl]carbamate